(5-chloro-2-(2H-1,2,3-triazol-2-yl)phenyl)(2-((2-methylbenzo[d]thiazol-5-yl)methyl)pyrazolidin-1-yl)methanone ClC=1C=CC(=C(C1)C(=O)N1N(CCC1)CC=1C=CC2=C(N=C(S2)C)C1)N1N=CC=N1